7-methoxy-3,7-dimethyloctan-2-ol COC(CCCC(C(C)O)C)(C)C